C1(C=CC=C1)[Ti](C1=C(C(=CC=C1F)NC1=CC=C(C=C1)C)F)(C1=C(C(=CC=C1F)NC1=CC=C(C=C1)C)F)C1C=CC=C1 bis(cyclopentadienyl)bis[2,6-difluoro-3-((4-tolyl)amino)phenyl]titanium